C(CCCCCCCCCC#CCCCCCC)(=O)OC Methyl 11-octadecynoate